S(CCC(=O)[O-])CCC(=O)OC(CCCCCCCCCCCCCCCCC)CCCCCCCCCCCC dodecyloctadecyl 3,3'-thiodipropionate